C(\C=C\C=CCCC)=O trans-2,4-octadienal